(+/-)-trans-4-(4-methoxyphenyl)piperidine-1,3-dicarboxylic acid 1-tert-butyl 3-ethyl ester C(C)OC(=O)[C@@H]1CN(CC[C@H]1C1=CC=C(C=C1)OC)C(=O)OC(C)(C)C |r|